N1=C[NH+]=C(C=C1)N pyrimidin-3-ium-4-amine